C(C)(C)N[C@H](CO)C (2S)-2-(isopropylamino)propan-1-ol